N1CC(C1)N1CC2=CC=C(C=C2C1)[N+](=O)[O-] 2-(azetidin-3-yl)-5-nitroisoindoline